lithium (2-(2-methoxyethoxy) ethoxy) monofluorophosphate P(=O)(OOCCOCCOC)([O-])F.[Li+]